C(C)(C)(C)OC(CN1CCC(CC1)[C@@](CC)(O)C=1C=C2C(N([C@@](C2=C(C1)F)(OC)C1=CC=C(C=C1)Cl)CC1=CC=C(C=C1)Cl)=O)=O tert-butyl-2-{4-[(1R)-1-[(1R)-1-(4-chlorophenyl)-2-[(4-chlorophenyl)methyl]-7-fluoro-1-methoxy-3-oxo-2,3-dihydro-1H-isoindol-5-yl]-1-hydroxypropyl]piperidin-1-yl}acetate